COC1=CC=C(C(C2=CC=C(C=C2)OC)(C2=CC=CC=C2)C[C@@H](CN2C3=NC=NC(=C3N=C2)N)O)C=C1 (S)-9-(3-(4,4'-dimethoxytrityl)-2-hydroxypropyl)adenine